(5-chloro-2-ethoxy-3-iodo-4-methylphenyl)ethanol ClC=1C(=C(C(=C(C1)C(C)O)OCC)I)C